(Z,Z)-9,11-Pentadecadienal C(CCCCCCC\C=C/C=C\CCC)=O